COC1=C2C(C=3C(=NC(=CC3C(F)(F)F)C)C2=CC=C1)C1=CC=CC=C1 6-Methoxy-2-methyl-5-phenyl-4-(trifluoromethyl)-5H-indeno[1,2-b]pyridine